Methyl (S)-(4-(3-(1-((3-methylpyridin-2-yl)methyl)pyrrolidin-3-yl)-2-oxo-2,3-dihydro-1H-imidazo[4,5-b]pyridin-1-yl)benzoyl)glycinate CC=1C(=NC=CC1)CN1C[C@H](CC1)N1C(N(C=2C1=NC=CC2)C2=CC=C(C(=O)NCC(=O)OC)C=C2)=O